NC=1SC2=C(N1)C(=CC=C2F)C2=C(C=C1C(=NC(=NC1=C2F)OCC21CCCN1CC(C2)(C)C)N2CCN(CC2)C(C=C)=O)C(F)(F)F 1-(4-(7-(2-amino-7-fluorobenzo[d]thiazol-4-yl)-2-((2,2-dimethyltetrahydro-1H-pyrrolizin-7a(5H)-yl)methoxy)-8-fluoro-6-(trifluoromethyl)quinazolin-4-yl)piperazin-1-yl)prop-2-en-1-one